C(C)OC(CC(C1=CC(=C2CCNCC2=C1)C)C1=C(C2=C(N(N=N2)CCCOCC2=CC=C(C(=O)O)C=C2)C=C1)C)=O 4-((3-(5-(3-ethoxy-1-(5-methyl-1,2,3,4-tetrahydroisoquinolin-7-yl)-3-oxopropyl)-4-methyl-1H-benzo[d][1,2,3]triazol-1-yl)propoxy)methyl)benzoic acid